NC1=C(C=CC=C1)C(C=C)O 1-(2-aminophenyl)propan-2-enol